FC1=C(C2=C([C@H](C3=C(SC2)C=2CCCC2C=C3)N3N2C(C(N4[C@H]3COCC4)=O)=C(C(C=C2)=O)O)C=C1)F (R)-12-((R)-9,10-difluoro-2,3,6,11-tetrahydro-1H-benzo[e]indeno[4,5-b]thiepin-6-yl)-7-hydroxy-3,4,12,12a-tetrahydro-1H-[1,4]oxazino[3,4-c]pyrido[2,1-f][1,2,4]triazine-6,8-dione